C(C)(C)(C)C1=CC=CC(=C1O)CC 6-tert-butyl-2-ethyl-phenol